O=C1NC(CCC1N1C(C2=C3C(C(=CC=C13)CC1=CC=C(CN3CCC(CC3)NC(=O)C3=NC(=NC=C3)N3C=NC=C3)C=C1)=CC=C2)=O)=O N-(1-(4-((1-(2,6-dioxopiperidin-3-yl)-2-oxo-1,2-dihydrobenzo[cd]indol-6-yl)methyl)benzyl)piperidin-4-yl)-2-(1H-imidazol-1-yl)pyrimidine-4-carboxamide